S(=O)(=O)(C1=CC=C(C)C=C1)OC(C)OS(=O)(=O)C1=CC=C(C)C=C1 bis(tosyloxy)ethane